methyl 3-amino-2-chloro-6-fluorobenzoate NC=1C(=C(C(=O)OC)C(=CC1)F)Cl